4-(pyrimidin-5-yl)benzaldehyde N1=CN=CC(=C1)C1=CC=C(C=O)C=C1